dioxazinan O1ONCCC1